2,2-Bis(3,5-dihydroxymethyl-4-hydroxyphenyl)propane (+)-2-{(1S)-1-[(1R)-3,3-dimethylcyclohexyl]ethoxy}-2-methylpropyl-propionate CC1(C[C@@H](CCC1)[C@H](C)OC(COC(CC)=O)(C)C)C.OCC=1C=C(C=C(C1O)CO)C(C)(C)C1=CC(=C(C(=C1)CO)O)CO